2-chloro-9-(3-methoxy-4-(1-methyl-4-(trifluoromethyl)-1H-imidazol-2-yl)benzyl)-7-methyl-7,9-dihydro-8H-purin-8-imine ClC1=NC=C2N(C(N(C2=N1)CC1=CC(=C(C=C1)C=1N(C=C(N1)C(F)(F)F)C)OC)=N)C